C(C=C)CC(CCOCCC(CCC=C)O)O allyl-3-hydroxybutyl ether